1,2,3,6-Tetra-hydropyridin N1CCC=CC1